CC1=CC=C(C=C1)S(=O)(=O)OC[C@@H](O)[C@@H]1C[C@@H]2[C@@H](OC(O2)(C)C)O1 (R)-2-((3aR,5S,6aR)-2,2-dimethyltetrahydrofuro[2,3-d][1,3]Dioxol-5-yl)-2-hydroxyethyl 4-methylbenzenesulfonate